N-((2R,3S)-1-(6-methoxypyridin-3-yl)-2-((((CIS)-4-phenylcyclohexyl)oxy)methyl)pyrrolidin-3-yl)methanesulfonamide COC1=CC=C(C=N1)N1[C@H]([C@H](CC1)NS(=O)(=O)C)CO[C@@H]1CC[C@@H](CC1)C1=CC=CC=C1